5-Methylene-5,6,9,10,11,12-hexahydro-4H-isoxazolo[3,4-c]pyrido[4',3':3,4]pyrazolo[1,5-a]azepine C=C1CC=2C(C=3N(C1)N=C1C3CNCC1)=NOC2